Cl.Cl.Cl.N[C@@H](C(=O)N[C@@H](C(=O)N[C@@H](C(=O)N([C@H](CN1CCCC1)C1=CC=CC=C1)C)CCCC)CC(C)C)CC1=CC=CC=C1 (R)-2-((R)-2-((R)-2-amino-3-phenylpropionamido)-4-methylpentanoylamino)-N-methyl-N-((S)-1-phenyl-2-(pyrrolidin-1-yl)ethyl)hexanamide trihydrochloride